C12(CC(C1)C2)N2N=NC(=C2)[C@H](C2=C1C=CN(C(C1=CC=C2)=O)C)NC=2N=C1C(=C(C=NC1=C(C2)C#N)C#N)NCC(C)(C)C (S)-6-{[(1-(bicyclo[1.1.1]pentan-1-yl)-1H-1,2,3-triazol-4-yl)(2-methyl-1-oxo-1,2-dihydroisoquinolin-5-yl)methyl]amino}-4-(neopentylamino)-1,5-naphthyridine-3,8-dicarbonitrile